BrC1=C(N=CN1C(C(=O)N1CCN(CC1)C(=O)OC(C)(C)C)C)C1=CC=C(C=C1)F tert-butyl 4-{2-[5-bromo-4-(4-fluorophenyl)-1H-imidazol-1-yl]propanoyl}piperazine-1-carboxylate